6-(2,2-diethoxyethoxy)-4-(methyl-d3)pyrido[2,3-b]pyrazin-3(4H)-one C(C)OC(COC=1C=CC2=C(N(C(C=N2)=O)C([2H])([2H])[2H])N1)OCC